C(C#CC)(=O)N1[C@@H](CCC1)C=1NC(=C(N1)C1=CC=C(C(=O)NC2=NC=CC=C2)C=C1)C(N)=N 4-{2-[(2S)-1-(2-butynoyl)-2-pyrrolidinyl]-5-carbamimidoyl-1H-imidazol-4-yl}-N-(2-pyridinyl)-benzamide